2-((2R,5S)-1-(bis(4-fluorophenyl)methyl)-4-(5-hydrazineylthiazolo[5,4-d]pyrimidin-7-yl)-5-methylpiperazin-2-yl)acetonitrile FC1=CC=C(C=C1)C(N1[C@@H](CN([C@H](C1)C)C=1C2=C(N=C(N1)NN)SC=N2)CC#N)C2=CC=C(C=C2)F